[Ni].[Cu].[Ti] Titanium-Copper-Nickel